C(CCC)C1=NN=NN1CCC[Si](OCC)(OCC)OCC 5-butyl-1-[3-(triethoxysilyl)propyl]-1H-tetrazole